tert-butyl (4S)-2,2-dimethyl-4-[(1E)-3-oxobut-1-en-1-yl]-1,3-oxazolidine-3-carboxylate CC1(OC[C@@H](N1C(=O)OC(C)(C)C)\C=C\C(C)=O)C